FC1=C(C(=CC=C1)F)C1=C(C=CC=C1)[C@H]1[C@@H](C1)C(=O)N1C[C@@H]2[C@H](C1)[C@H](CC2)NS(=O)(=O)C |r| rac-N-{(3aR,4S,6aS)-2-[(1R,2R)-2-(2',6'-difluoro[1,1'-biphenyl]-2-yl)cyclopropane-1-carbonyl]octahydrocyclopenta[c]pyrrol-4-yl}methanesulfonamide